C(C=C)(=O)N1[C@@H](CCC1)C1=NC(=C2N1C=CN=C2N)C2=CC=C(C(=O)NC1=NC=CC(=C1)C1=CC=CC=C1)C=C2 (S)-4-(3-(1-acryloylpyrrolidin-2-yl)-8-aminoimidazo[1,5-a]pyrazin-1-yl)-N-(4-phenylpyridin-2-yl)benzamide